1-(4-methoxyphenyl)-4-methyl-1H-imidazole COC1=CC=C(C=C1)N1C=NC(=C1)C